C(C)(C)(C)OC(=O)N1C=CC2=C(C(=CC(=C12)C)OC)CN1C(CC(CC1)C1=NC(=CC=C1)OC)C1=CC=C(C=C1)C(=O)OC 5-methoxy-4-((2-(4-(methoxycarbonyl)phenyl)-4-(6-methoxypyridin-2-yl)piperidin-1-yl)methyl)-7-methyl-1H-indole-1-carboxylic acid tert-butyl ester